tert-butyl (2S,6S*)-6-[(tert-butyldimethylsilyl)oxy]-2-(hydroxymethyl)-6-methyl-1,4-oxazepane-4-carboxylate [Si](C)(C)(C(C)(C)C)O[C@]1(CN(C[C@H](OC1)CO)C(=O)OC(C)(C)C)C |o1:8|